2-[(2,2-difluoro-ethyl)amino]-5-[5-(1,2-dimethyl-1H-1,3-benzodiazol-6-yl)-1,3,4-oxadiazol-2-yl]benzonitrile FC(CNC1=C(C#N)C=C(C=C1)C=1OC(=NN1)C=1C=CC2=C(N(C(=N2)C)C)C1)F